2-nitro-N-(2-((2-nitrophenyl)sulfonamido)ethyl)-benzenesulfonamide [N+](=O)([O-])C1=C(C=CC=C1)S(=O)(=O)NCCNS(=O)(=O)C1=C(C=CC=C1)[N+](=O)[O-]